N-(triphenylmethyl)-2-phenyltetrazole C1(=CC=CC=C1)C(N1N(NN=C1)C1=CC=CC=C1)(C1=CC=CC=C1)C1=CC=CC=C1